OC12CNCC(C1)(C2)NC(OCC2=CC=CC=C2)=O benzyl (5-hydroxy-3-azabicyclo[3.1.1]heptan-1-yl)carbamate